FC1=C(C(=CC2=CC=C(C=C12)OCCC1(CC1)COC)O)N1CC(NS1(=O)=O)=O 5-(1-fluoro-3-hydroxy-7-{2-[1-(methoxymethyl)cyclopropyl]ethoxy}naphthalen-2-yl)-1λ6,2,5-thiadiazolidine-1,1,3-trione